N1CCC(CC1)C1=CC=2N(C=C1)C(=CN2)N2C(NC(CC2)=O)=O 1-[7-(4-piperidyl)imidazo[1,2-a]pyridin-3-yl]hexahydropyrimidine-2,4-dione